NCCCN1C(N=C(C2=CC=CC=C12)N(C)C)=O 1-(3-aminopropyl)-4-(dimethylamino)quinazolin-2(1H)-one